(±)-trans-2-(methoxymethyl)cyclopropanecarboxylic acid COC[C@H]1[C@@H](C1)C(=O)O |r|